2-(2,6-dioxo-piperidine-3-yl)-5-fluoro-isoindole O=C1NC(CCC1N1C=C2C=CC(=CC2=C1)F)=O